NC1=C(SC2=NC(=CC(=C21)C)C)C(=O)NC2CC=1C(=CC(=NC1CC2)N2CC(C(C2)OC)N)F 3-amino-N-[2-(3-amino-4-methoxypyrrolidin-1-yl)-4-fluoro-5,6,7,8-tetrahydroquinolin-6-yl]-4,6-dimethylthieno[2,3-b]pyridine-2-carboxamide